Benzyl (1S,2S,3R,4R)-3-aminobicyclo[2.2.1]hept-5-ene-2-carboxylate Hydrochloride Cl.N[C@H]1[C@H]([C@@H]2C=C[C@H]1C2)C(=O)OCC2=CC=CC=C2